FC1=C(C=CC=C1)[C@]1([C@@H]2CCN(C[C@H]12)C1=CN=C2C(=N1)NN=C2C=2C=CC1=C(N(C=N1)C)C2)CN ((1S,6R,7R)-7-(2-fluorophenyl)-3-(3-(1-methyl-1H-benzo[d]imidazol-6-yl)-1H-pyrazolo[3,4-b]pyrazin-6-yl)-3-azabicyclo[4.1.0]heptan-7-yl)methanamine